(3-chloro-4-fluoro-phenyl)-(1H-imidazol-2-ylmethyl)-amine ClC=1C=C(C=CC1F)NCC=1NC=CN1